(S)-(2-hydroxypropan-2-yl)-2,3,4,9-tetrahydro-1H-carbazole-8-carboxamide OC(C)(C)[C@H]1CCCC=2C3=CC=CC(=C3NC12)C(=O)N